C(=O)O.COCCOCCN1N=C(C(=C1)NC(C1=NC(=CC=C1)OC1=CC=NC=C1)=O)C1=NC=CC=C1 N-(1-(2-(2-methoxyethoxy)ethyl)-3-(pyridin-2-yl)-1H-pyrazol-4-yl)-6-(pyridin-4-yloxy)picolinamide formate